2-(2,3-dimethylphenoxy)-N-((2-fluorophenyl)carbamoyl)acetamide CC1=C(OCC(=O)NC(NC2=C(C=CC=C2)F)=O)C=CC=C1C